FC1=CC=C2C(=CNC(C2=C1)=O)C(C)N(C(=O)NC1=CC=C(C=C1)F)C 1-(1-(7-fluoro-1-oxo-1,2-dihydroisoquinolin-4-yl)ethyl)-3-(4-fluorophenyl)-1-methyl-urea